2,4,4-TRIMETHYLPENT-2-ENE CC(C)=CC(C)(C)C